5-bromo-1-(4-methoxybenzyl)-2-oxo-2,3-dihydro-1H-benzo[b]azepine-4-carbaldehyde BrC=1C2=C(N(C(CC1C=O)=O)CC1=CC=C(C=C1)OC)C=CC=C2